[(2R)-2-[(1R)-1-hydroxyethyl]-2-methyl-pyrrolidin-1-yl]-[8-methoxy-9-(4,4,5,5-tetramethyl-1,3,2-dioxaborolan-2-yl)-1-(2-thienyl)-5,6-dihydropyrrolo[2,1-a]isoquinolin-3-yl]methanone O[C@H](C)[C@@]1(N(CCC1)C(=O)C1=CC(=C2N1CCC1=CC(=C(C=C21)B2OC(C(O2)(C)C)(C)C)OC)C=2SC=CC2)C